N[C@@H]1CC(N(C1)C1=CC=C(C=C1)S(=O)(=O)N1CCN(CC1)C1=NC(=CC(=C1)C(F)(F)[C@@H]1CC[C@H](CC1)C(=O)N1C[C@H]([C@H](C1)CN)CN)Cl)=O Trans-(4R)-4-amino-1-[4-[4-[4-[[4-[cis-3,4-bis(aminomethyl)pyrrolidine-1-carbonyl]cyclohexyl]-difluoro-methyl]-6-chloro-2-pyridyl]piperazin-1-yl]sulfonylphenyl]pyrrolidin-2-one